BrC1=NC(=C(C=2N=C(N=C(C21)O)SC)F)Cl 5-Bromo-7-chloro-8-fluoro-2-(methylthio)pyrido[4,3-d]pyrimidin-4-ol